ClC=1C(=CC(=C(OCCOCCOCCOCCOCCOCCOCCOCCOCCNC(OC(C)(C)C)=O)C1)C(N(C)C1=C(C=CC=C1)OC)=O)C=1C=NC(=CC1C#N)C(F)(F)F tert-butyl (26-(5-chloro-4-(4-cyano-6-(trifluoromethyl)pyridin-3-yl)-2-((2-methoxyphenyl)(methyl)carbamoyl)phenoxy)-3,6,9,12,15,18,21,24-octaoxahexacosyl)carbamate